tris(4-(3,3-didecyl-3,4-dihydro-2H-thieno[3,4-b][1,4]dioxepin-6-yl)phenyl)amine C(CCCCCCCCC)C1(COC=2C(OC1)=CSC2C2=CC=C(C=C2)N(C2=CC=C(C=C2)C=2SC=C1OCC(COC12)(CCCCCCCCCC)CCCCCCCCCC)C1=CC=C(C=C1)C=1SC=C2OCC(COC21)(CCCCCCCCCC)CCCCCCCCCC)CCCCCCCCCC